(2-amino-5-methoxy-phenyl)ethanone NC1=C(C=C(C=C1)OC)C(C)=O